OCCC(C(=O)O)SCC(=O)N1CCN(CC1)C1=CC=C(C=C1)NC1=NC=CC(=N1)NC1=NC(=NC=C1)C1=NC(=CC=C1)C 4-hydroxy-2-[2-[4-[4-[[4-[[2-(6-methyl-2-pyridyl)pyrimidin-4-yl]amino]pyrimidin-2-yl]amino]phenyl]piperazin-1-yl]-2-oxo-ethyl]sulfanyl-butanoic acid